2,7-dichloro-4-chloroacetyl-fluorene ClC1=CC=2CC3=CC(=CC=C3C2C(=C1)C(CCl)=O)Cl